FC=1C(=NC=C(C1)F)CN1N=C2N(CCCC2)C1=O (5S)-2-[(3,5-Difluoropyridin-2-yl)methyl]-3-oxo-2,3,5,6,7,8-hexahydro[1,2,4]triazolo[4,3-a]pyridin